C(C)(C)(C)C1CCN(CC1)C(=O)NC1=CC(=C(C=C1)N1C=NC(=C1)C(C)(C)C)C=1N=NNN1 4-(Tert-butyl)-N-(4-(4-(tert-butyl)-1H-imidazol-1-yl)-3-(2H-tetrazol-5-yl)phenyl)piperidine-1-carboxamide